ClC=1C=CC(=C(CNC2CCC(CC2)NC(OCCCC)=O)C1)OCC butyl ((1r,4r)-4-((5-chloro-2-ethoxybenzyl)amino)cyclohexyl)carbamate